ClC1=CC=C(OC2=CC(=C(\C=C/3\C(=C(C4=CC(=CC=C34)OC)CC(=O)O)C)C=C2)C)C=C1 (Z)-2-(1-(4-(4-chlorophenoxy)-2-methylbenzylidene)-5-methoxy-2-methyl-1H-inden-3-yl)acetic acid